Cl.NCC(CNC(F)(F)F)=O 1-amino-3-(trifluoromethylamino)propan-2-one HCl